4'-acryloyloxy-biphenyl-4-carboxylic acid C(C=C)(=O)OC1=CC=C(C=C1)C1=CC=C(C=C1)C(=O)O